(3R,4R)-3-[(1R)-1-[4-[[4-(azetidin-1-yl)-6-methyl-2-pyridyl]oxymethyl]phenyl]ethyl]-4-(hydroxymethyl)-3-methyl-pyrrolidin-2-one N1(CCC1)C1=CC(=NC(=C1)C)OCC1=CC=C(C=C1)[C@@H](C)[C@]1(C(NC[C@@H]1CO)=O)C